CN1C(C2=CC=C(C=C2C=C1)NC(OC(C)(C)C)=O)=O tert-butyl (2-methyl-1-oxo-1,2-dihydroisoquinolin-6-yl)carbamate